2-(4-(4-((4H-1,2,4-triazol-3-yl)methoxy)-3-fluoro-5-methoxyphenyl)-3-methyl-2-oxo-6-(trifluoromethyl)-2,3-dihydro-1H-benzo[d]imidazol-1-yl)-N-(3-cyclopropylphenyl)acetamide N=1N=C(NC1)COC1=C(C=C(C=C1OC)C1=CC(=CC=2N(C(N(C21)C)=O)CC(=O)NC2=CC(=CC=C2)C2CC2)C(F)(F)F)F